pentaerythritol tetrakis(6-mercaptohexanoate) SCCCCCC(=O)OCC(COC(CCCCCS)=O)(COC(CCCCCS)=O)COC(CCCCCS)=O